N-(4-(3-chloro-4-(pyridin-2-ylmethoxy)phenoxy)-3-cyano-7-ethoxy-2-ethylquinolin-6-yl)acetamide ClC=1C=C(OC2=C(C(=NC3=CC(=C(C=C23)NC(C)=O)OCC)CC)C#N)C=CC1OCC1=NC=CC=C1